ClC1=C(C=CC(=C1F)F)C1N=C(NC(=C1C(=O)OC)C)C=1SC=CN1 methyl 4-(2-chloro-3,4-difluorophenyl)-6-methyl-2-(thiazol-2-yl)-1,4-dihydropyrimidine-5-carboxylate